[N+](=O)([O-])C1=CC=C(C=C1)[C@@]1(O)[C@H](O)[C@@H](O)[C@H](O)[C@H](O1)CO p-nitrophenyl-α-glucose